tert-butyl (2R,5S)-5-(3,4-dichlorobenzamido)-2-{5-[2-(trifluoromethoxy)ethoxy]-1,3,4-oxadiazol-2-yl}piperidine-1-carboxylate ClC=1C=C(C(=O)N[C@H]2CC[C@@H](N(C2)C(=O)OC(C)(C)C)C=2OC(=NN2)OCCOC(F)(F)F)C=CC1Cl